5-(1-(tert-Butoxycarbonyl)-3-oxopiperidin-4-yl)-2-(3,4-dimethoxyphenyl)-3-isopropyl-1H-indole-1-carboxylic acid tert-butyl ester C(C)(C)(C)OC(=O)N1C(=C(C2=CC(=CC=C12)C1C(CN(CC1)C(=O)OC(C)(C)C)=O)C(C)C)C1=CC(=C(C=C1)OC)OC